C(C)(C)(C)OC(=O)N1CC(C1)C=1C(=CC(=NC1C)CN1CCC(CC1)C(=O)OC)C methyl 1-((5-(1-(tert-butoxycarbonyl)azetidin-3-yl)-4,6-dimethylpyridin-2-yl)methyl)piperidine-4-carboxylate